C1(=CC=C(C=C1)[C@H](CC=1N=CNC(C1O)=O)NS(=O)(=O)C)C1=CC=CC=C1 (S)-N-(1-([1,1'-biphenyl]-4-yl)-2-(5-hydroxy-6-oxo-1,6-dihydropyrimidin-4-yl)ethyl)methanesulfonamide